1-allyl-3-methylimidazole bis(trifluoromethanesulfonyl)imide salt [N-](S(=O)(=O)C(F)(F)F)S(=O)(=O)C(F)(F)F.C(C=C)N1CN(C=C1)C